5-(4-bromo-2-fluorophenyl)-1,2,3,6-tetrahydropyridine HCl salt Cl.BrC1=CC(=C(C=C1)C1=CCCNC1)F